5-(aminomethyl)-N-(1-(3-(5-(hydroxymethyl)thiophen-2-yl)-5-(1-methyl-1H-pyrazol-4-yl)phenyl)ethyl)-2-methylbenzamide NCC=1C=CC(=C(C(=O)NC(C)C2=CC(=CC(=C2)C=2C=NN(C2)C)C=2SC(=CC2)CO)C1)C